ClC=1C=C(C=CC1)NC(=O)C12C(C(=NO1)C=1C=NC=CC1)C1CCC2C1 N-(3-chlorophenyl)-3-(pyridin-3-yl)-3a,4,5,6,7,7a-hexahydro-4,7-methylenebenzo[d]isoxazole-7a-carboxamide